3,4,4-trifluorobut-3-en-1-yl 2-(1H-benzo[d][1,2,3]triazol-1-yl)acetate N1(N=NC2=C1C=CC=C2)CC(=O)OCCC(=C(F)F)F